hydroxymethyl sulfate S(=O)(=O)(OCO)[O-]